1-[4-(4-Benzoylphenyl-sulfanyl)phenyl]-2-methyl-2-(4-methylphenylsulphonyl)propan-1-one C(C1=CC=CC=C1)(=O)C1=CC=C(C=C1)SC1=CC=C(C=C1)C(C(C)(S(=O)(=O)C1=CC=C(C=C1)C)C)=O